5-(7,7-difluoro-2-((2S,3R)-3-hydroxy-2-methylazetidin-1-yl)-6,7-dihydro-5H-cyclopenta[d]pyrimidin-4-yl)picolinamide FC1(CCC2=C1N=C(N=C2C=2C=CC(=NC2)C(=O)N)N2[C@H]([C@@H](C2)O)C)F